O=C1NC(CCC1N1C(C2=CC=CC(=C2C1)SCCCCCCNC(=O)C12CC3CC(CC(C1)C3)C2)=O)=O N-(6-((2-(2,6-dioxopiperidin-3-yl)-1-oxoisoindolin-4-yl)thio)hexyl)adamantane-1-carboxamide